C(C)(C)(C)NC(NC(C(=O)NCC=1C=C2CN(C(C2=CC1)=O)C1C(NC(CC1)=O)=O)C1=CC=CC=C1)=O 2-(3-(tert-butyl)ureido)-N-((2-(2,6-dioxopiperidin-3-yl)-1-oxoisoindolin-5-yl)methyl)-2-phenylacetamide